1-{3-[(2-ethyloxetan-2-yl)methoxy]pyridin-4-yl}methanamine C(C)C1(OCC1)COC=1C=NC=CC1CN